N,N-dimethyl-1-(4-(4,4,5,5-tetramethyl-1,3,2-dioxaborolan-2-yl)phenyl)cyclobutan-1-amine CN(C1(CCC1)C1=CC=C(C=C1)B1OC(C(O1)(C)C)(C)C)C